2-((tert-Butoxycarbonyl)amino)-3-((1S,2R,5S)-6,6-dimethylbicyclo[3.1.1]hept-2-yl)propionic acid C(C)(C)(C)OC(=O)NC(C(=O)O)C[C@@H]1[C@H]2C([C@@H](CC1)C2)(C)C